CC1=NOC(=C1C1=CC(=C(CCN2C[C@@H](C([C@@H](C2)O)O)O)C(=C1)F)F)C (3s,4r,5r)-1-(4-(3,5-dimethylisoxazol-4-yl)-2,6-difluorophenethyl)piperidine-3,4,5-triol